[(1S)-2-[[2-[[(1S)-2-amino-2-oxo-1-[[(3S)-2-oxopyrrolidin-3-yl]methyl]ethyl]amino]-1-[(4,4-difluorocyclohexyl)methyl]-2-oxo-ethyl]amino]-1-(1-naphthylmethyl)-2-oxo-ethyl]carbamate NC([C@H](C[C@H]1C(NCC1)=O)NC(C(CC1CCC(CC1)(F)F)NC([C@H](CC1=CC=CC2=CC=CC=C12)NC([O-])=O)=O)=O)=O